OC(C)CC(CC)OC1N(C(=NC=N1)C1=CC=CC=C1)C1=CC=CC=C1 2-(2-hydroxy-4-hexyloxy)-1,6-diphenyl-1,3,5-triazine